[C@H]12OC[C@H](N(C1)C1=NC=3N(C=C1)N=CC3)C2 5-[(1R,4R)-2-oxa-5-azabicyclo[2.2.1]heptan-5-yl]pyrazolo[1,5-a]pyrimidine